CC1=CC=C(C=C1)S(=O)(=O)O.NC/C(/COC1=CC2=C(N=C(O2)NCC2=CC=C(C=C2)OC)C=C1)=C\F (E)-6-((2-(aminomethyl)-3-fluoroallyl)oxy)-N-(4-meth-oxybenzyl)benzo[d]oxazol-2-amine 4-methylbenzenesulfonate